6-[4-[2-[(4-Fluoro-1-methyl-6,7-dihydro-5H-cyclopenta[c]pyridin-6-yl)methylamino]ethyl]-2-oxopyrrolidin-1-yl]-4H-pyrido[3,2-b][1,4]oxazin-3-one FC=1C2=C(C(=NC1)C)CC(C2)CNCCC2CC(N(C2)C=2C=CC=1OCC(NC1N2)=O)=O